3-Cyano-N-(3,3-difluorocyclobutyl)-2-(1-hydroxy-1-methyl-ethyl)pyrazolo[1,5-a]pyrimidine-7-carboxamide C(#N)C=1C(=NN2C1N=CC=C2C(=O)NC2CC(C2)(F)F)C(C)(C)O